[Mo].[W].[Ru] ruthenium-tungsten-molybdenum